(S)-tert-butyl-4-((trans)-4-(4-amino-5-(3-methoxy-4-phenoxyphenyl)-7H-pyrrolo[2,3-d]pyrimidin-7-yl) cyclohexyl)-2-methylpiperazine-1-carboxylate C(C)(C)(C)OC(=O)N1[C@H](CN(CC1)[C@@H]1CC[C@H](CC1)N1C=C(C2=C1N=CN=C2N)C2=CC(=C(C=C2)OC2=CC=CC=C2)OC)C